1,2-distearoyl-3-(trimethylammonio)propane chloride [Cl-].C(CCCCCCCCCCCCCCCCC)(=O)CC(C[N+](C)(C)C)C(CCCCCCCCCCCCCCCCC)=O